methyl (R)-5-(3-(1-((tert-butoxycarbonyl)(methyl)amino)cyclopropyl)pyrrolidin-1-yl)pyrazine-2-carboxylate C(C)(C)(C)OC(=O)N(C1(CC1)[C@H]1CN(CC1)C=1N=CC(=NC1)C(=O)OC)C